2-({(3R,6R)-1-[(2-ethoxyphenyl)carbonyl]-6-methylpiperidin-3-yl}oxy)-3-methylpyridine-4-carbonitrile C(C)OC1=C(C=CC=C1)C(=O)N1C[C@@H](CC[C@H]1C)OC1=NC=CC(=C1C)C#N